C1(CC1)C=1N=CN(C1)C=1C(=CC(=C(C1)C(=O)N1CC=2C(CC1)=C(N(N2)C2=NC=CC=C2)O)F)C (5-(4-cyclopropyl-1H-imidazol-1-yl)-2-fluoro-4-methylphenyl)(3-hydroxy-2-(pyridin-2-yl)-2,4,5,7-tetrahydro-6H-pyrazolo[3,4-c]pyridin-6-yl)methanone